CC1=C2C(=NC=C1[N+](=O)[O-])N(C=C2)S(=O)(=O)C2=CC=C(C)C=C2 4-methyl-5-nitro-1-tosyl-1H-pyrrolo[2,3-b]pyridine